4-(3-oxobutyl)phenyl acetate C(C)(=O)OC1=CC=C(C=C1)CCC(C)=O